methyl 5-bromo-2-((6-fluoro-2-methylpyridin-3-yl)oxy)-4-methylnicotinate BrC=1C=NC(=C(C(=O)OC)C1C)OC=1C(=NC(=CC1)F)C